C1N(CCC2=CC=CC=C12)CC[C@@H]1OC(C2(C1)CCN(CC2)S(=O)(=O)C)=O (R)-3-(2-(3,4-dihydroisoquinolin-2(1H)-yl)ethyl)-8-(methylsulfonyl)-2-oxa-8-azaspiro[4.5]decan-1-one